(2S)-2-[[3-[5-(1-aminobutylamino)-5-oxopentyl]-5-chloro-8-hydroxy-1-oxo-3,4-dihydroisochromene-7-carbonyl]amino]-3-(3-propan-2-ylphenyl)propanoic acid NC(CCC)NC(CCCCC1OC(C2=C(C(=CC(=C2C1)Cl)C(=O)N[C@H](C(=O)O)CC1=CC(=CC=C1)C(C)C)O)=O)=O